CC1=C(C=2N(C3=CC=C(C=C13)Br)C(=C(C2C(=O)O)C(=O)O)C(C2=CC=C(C=C2)Br)=O)C.FC=2C(=NC=CC2)C(C)NC[C@@H](CC)O (2R)-1-{[1-(3-fluoropyridin-2-yl)ethyl]amino}butan-2-ol Dimethyl-7-bromo-1-(4-bromobenzoyl)pyrrolo[1,2-a]quinoline-2,3-dicarboxylate